C[O-].C[O-].C[O-].C(CCC)[Sn+3] butyltin trimethoxide